C(=O)(O)CSC=1C=C(C2=CC=CC=C2C1O)NS(=O)(=O)C1=CC=C(C(=O)O)C=C1 4-((3-(Carboxymethylsulfanyl)-4-hydroxy-1-naphthyl)sulfamoyl)benzoic acid